lithioamine [Li]N